N-methyl-1-(4-(trifluoromethyl)phenyl)ethan-1-amine CNC(C)C1=CC=C(C=C1)C(F)(F)F